3-((S)-3-((R)-8-(1H-pyrrolo[3,2-b]pyridin-6-ylsulfonyl)-1-oxa-8-azaspiro[4.5]decan-3-ylamino)-2-hydroxypropoxy)benzenesulfonamide N1C=CC2=NC=C(C=C21)S(=O)(=O)N2CCC1(C[C@H](CO1)NC[C@@H](COC=1C=C(C=CC1)S(=O)(=O)N)O)CC2